5-(2-Chloro-3-fluorophenyl)-1,4-oxazepane ClC1=C(C=CC=C1F)C1NCCOCC1